N1C(CCCC1)C=1OC(=NN1)C1=CC=C(C=C1)C 2-(piperidin-2-yl)-5-(p-tolyl)-1,3,4-oxadiazole